(±)-2-{4-[3-(4,5-dichloro-6-methoxy-1-methyl-1H-indole-2-amido)oxetan-3-yl]phenyl}-4-methylpentanoic acid ClC1=C2C=C(N(C2=CC(=C1Cl)OC)C)C(=O)NC1(COC1)C1=CC=C(C=C1)[C@H](C(=O)O)CC(C)C |r|